C(C=C)(=O)OCCCl acryloyloxyethyl chloride